Boc-tert-leucine C(=O)(OC(C)(C)C)N[C@@H](C(C)(C)C)C(=O)O